C(N)(=N)C1=CC=C(C=C1)COC1=CC(=NN1C(=O)C=1C(=C(C(=O)O)C=CC1)Cl)C1CN(CC1)S(N(C)C)(=O)=O 3-{5-[(4-carbamimidoylphenyl)methoxy]-3-[1-(dimethylsulfamoyl)pyrrolidin-3-yl]-1H-pyrazole-1-carbonyl}-2-chlorobenzoic acid